4-amino-1-(2-deoxy-2,2-difluoro-β-D-erythropentofuranosyl)pyrimidin-2(1H)-one NC1=NC(N(C=C1)[C@H]1C([C@H](O)[C@H](O1)CO)(F)F)=O